CC1=CC(=NN1CC1=CC=C(C=C1)C1=NOC(=N1)C(F)(F)F)O 5-methyl-1-[[4-[5-(trifluoromethyl)-1,2,4-oxadiazol-3-yl]phenyl]methyl]pyrazol-3-ol